5-(2-chloro-5-fluoropyrimidin-4-yl)-7-fluoro-2,3,3-trimethyl-3H-indole ClC1=NC=C(C(=N1)C=1C=C2C(C(=NC2=C(C1)F)C)(C)C)F